C1(CC1)C1=CC=CC(=N1)C1=C(C(=O)N)C=CC=C1C1(COC1)CC1=NN=CN1C (6-cyclopropylpyridin-2-yl)-3-(3-((4-methyl-4H-1,2,4-triazol-3-yl)methyl)oxetan-3-yl)benzamide